ClC1=CC=C2C(=CC(=NC2=C1Cl)NCC=1C=C(C=C(C1)F)CC(=O)OC)N1C=NC=C1 Methyl 2-(3-(((7,8-Dichloro-4-(1H-Imidazol-1-Yl) Quinolin-2-Yl)Amino)Methyl)-5-Fluorophenyl)Acetate